CC1(CC=C(CC1)CCC1OCCCO1)C 2-(2-(4,4-dimethylcyclohex-1-en-1-yl)ethyl)-1,3-dioxane